magnesium di-tert-butylphosphine chloride [Cl-].C(C)(C)(C)PC(C)(C)C.[Mg+2].[Cl-]